2,2-dimethyloxetan CC1(OCC1)C